4-((2R,3R,4S)-3-(3,4-difluoro-2-methoxyphenyl)-4,5,5-trimethyltetrahydrofuran-2-carboxamido)picolinamide FC=1C(=C(C=CC1F)[C@@H]1[C@@H](OC([C@H]1C)(C)C)C(=O)NC1=CC(=NC=C1)C(=O)N)OC